ClC1=CC=CC(=N1)OCC=1C=CC(=C(C1)CCOCC1=C(C=C(C(=C1)B1OC(C(O1)(C)C)(C)C)F)CC(=O)OCC)C#N ethyl 2-[2-[2-[5-[(6-chloro-2-pyridyl)oxymethyl]-2-cyano-phenyl]ethoxymethyl]-5-fluoro-4-(4,4,5,5-tetramethyl-1,3,2-dioxaborolan-2-yl)phenyl]acetate